2-(bis(4-fluorophenyl)methyl)-N-(4-(trifluoromethyl)benzyl)morpholine-4-sulfonamide FC1=CC=C(C=C1)C(C1CN(CCO1)S(=O)(=O)NCC1=CC=C(C=C1)C(F)(F)F)C1=CC=C(C=C1)F